1-(4-(4,5-dichloro-2-hydroxybenzoyl)piperidin-1-yl)ethanone ClC1=CC(=C(C(=O)C2CCN(CC2)C(C)=O)C=C1Cl)O